OCC1=CC=C(COCCNC(OC(C)(C)C)=O)C=C1 tert-Butyl (2-((4-(hydroxymethyl)benzyl)oxy)ethyl)carbamate